azadinaphthoSilole N1=CC=CC=2C=CC3=C(C4=C([SiH2]3)C=3C=CC=CC3C=C4)C12